1,1-bis[p-methoxyphenyl]-2,2,2-trichloroethane COC1=CC=C(C=C1)C(C(Cl)(Cl)Cl)C1=CC=C(C=C1)OC